2'-O-methyl-5-hydroxymethylcytidine CO[C@H]1[C@@H](O[C@@H]([C@H]1O)CO)N1C(=O)N=C(N)C(=C1)CO